CC(CC[C@@H](C(=O)O)NCC=1C=C2CCNCC2=CC1)(C)C (S)-5,5-dimethyl-2-(((1,2,3,4-tetrahydroisoquinolin-6-yl)methyl)amino)hexanoic acid